3-((1-methyl-1H-pyrazol-4-yl)oxy)-1-((2-(trimethylsilyl)ethoxy)methyl)-1H-pyrazol-4-amine CN1N=CC(=C1)OC1=NN(C=C1N)COCC[Si](C)(C)C